FC(C=1C=C(C=C(C1)C(F)(F)F)C1=NN(C=N1)/C=C(/C(=O)N)\C1=CC=NC=C1)(F)F (E)-3-(3-(3,5-bis(trifluoromethyl)phenyl)-1H-1,2,4-triazol-1-yl)-2-(pyridin-4-yl)acrylamide